7-Bromo-2,6-dichloro-5,8-difluoroquinazolin-4(3H)-one BrC1=C(C(=C2C(NC(=NC2=C1F)Cl)=O)F)Cl